4-(5-(3,5-dichloro-4-fluorophenyl)-5-(trifluoromethyl)-4,5-dihydroisoxazol-3-yl)-N-((3,4-dichlorophenyl)sulfinyl)-2-methylbenzamide ClC=1C=C(C=C(C1F)Cl)C1(CC(=NO1)C1=CC(=C(C(=O)NS(=O)C2=CC(=C(C=C2)Cl)Cl)C=C1)C)C(F)(F)F